tert-butyl N-[(3R,4S)-1-{7-[6-(methoxymethoxy)-2,7-dimethylindazol-5-yl]-1,8-naphthyridin-3-yl}-4-methylpyrrolidin-3-yl]-N-methylcarbamate COCOC=1C(=CC2=CN(N=C2C1C)C)C1=CC=C2C=C(C=NC2=N1)N1C[C@@H]([C@H](C1)C)N(C(OC(C)(C)C)=O)C